C(C(=C)C)(=O)OCC1CCCCC1 3-methacryloxymethyl-cyclohexane